(S)-4-(5-(2,6-difluorophenyl)-3,7-dimethyl-1,6-dihydropyrazolo[4,3-d]pyrido[4,3-f][1,3]diazepin-9-yl)-2-methylmorpholine FC1=C(C(=CC=C1)F)C=1NC2=C(C3=C(N1)C(=NN3)C)C=C(N=C2C)N2C[C@@H](OCC2)C